hexylmethylbis(trimethylsiloxy)silane C(CCCCC)[Si](O[Si](C)(C)C)(O[Si](C)(C)C)C